COC(CCC(C(C(C)C)S)C)(C)C 7-Methoxy-2,4,7-trimethyl-octane-3-thiol